4-Acetamidothiophenol C(C)(=O)NC1=CC=C(C=C1)S